C1=C(C=CC2=CC=CC=C12)C(=O)N[C@@H](C(=O)N1[C@@H](C[C@@H](C1)N1N=NC=C1C(C)(C)O)C(=O)NC(CCCCNC(OCC1=CC=CC=C1)=O)C(C(=O)N)=O)CC1CCCCC1 benzyl (5-((2S,4S)-1-((R)-2-(2-naphthamido)-3-cyclohexylpropanoyl)-4-(5-(2-hydroxypropan-2-yl)-1H-1,2,3-triazol-1-yl)pyrrolidine-2-carboxamido)-7-amino-6,7-dioxoheptyl)carbamate